2-fluoro-4-((4-((2-methyl-3-oxoisoindol-4-yl)oxy)-5-(trifluoromethyl)pyrimidin-2-yl)amino)-N-(7-methyl-7-azaspiro[3.5]nonan-2-yl)-5-ethylbenzamide FC1=C(C(=O)NC2CC3(C2)CCN(CC3)C)C=C(C(=C1)NC1=NC=C(C(=N1)OC1=C3C(N(CC3=CC=C1)C)=O)C(F)(F)F)CC